1-iodo-2-(2-fluoroethoxy)ethane ICCOCCF